(S)-2-(4,4-dimethyl-1,4-azasilinan-1-yl)-4-((N-(2-hydroxyethyl)sulfamoyl)amino)-N-(6-(3,3,3-trifluoro-2-hydroxypropoxy)pyridin-2-yl)benzamide C[Si]1(CCN(CC1)C1=C(C(=O)NC2=NC(=CC=C2)OC[C@@H](C(F)(F)F)O)C=CC(=C1)NS(NCCO)(=O)=O)C